1-(4-[(2-Chloro-6-fluorophenyl)carbamoyl]-3-{[1,1-difluoropropan-2-yl]oxy}phenyl)-4-ethyl-5-oxo-4,5-dihydro-1H-1,2,4-triazol ClC1=C(C(=CC=C1)F)NC(=O)C1=C(C=C(C=C1)N1N=CN(C1=O)CC)OC(C(F)F)C